Fmoc-acetamidomethyl-L-cysteine C(=O)(OCC1C2=CC=CC=C2C2=CC=CC=C12)N([C@@H](CS)C(=O)O)CNC(C)=O